N1(CCCCC1)CCC(=O)N1CCN(C2=CC=CC=C12)C1=NC=CC=C1 3-(piperidin-1-yl)-1-(4-(pyridin-2-yl)-3,4-dihydroquinoxaline-1(2H)-yl)propan-1-one